tert-butyl N-{1-[1-methyl-3-({[(3S)-1-(6-methylpyridin-3-yl)piperidin-3-yl][(2-methylpyridin-4-yl)methyl]amino}methyl)-4-oxo-1,4-dihydroquinolin-7-yl]piperidin-4-yl}carbamate CN1C=C(C(C2=CC=C(C=C12)N1CCC(CC1)NC(OC(C)(C)C)=O)=O)CN(CC1=CC(=NC=C1)C)[C@@H]1CN(CCC1)C=1C=NC(=CC1)C